1-oxo-1-((3-pentyloctyl)oxy)icosan-10-yl-1-methylpiperidine-4-carboxylate O=C(CCCCCCCCC(CCCCCCCCCC)OC(=O)C1CCN(CC1)C)OCCC(CCCCC)CCCCC